[Si](C)(C)(C(C)(C)C)OCCCC1CN(C(O1)=O)C1=NC2=C(OCC(N2)=O)N=C1 6-[5-[3-[tert-Butyl(dimethyl)silyl]oxypropyl]-2-oxo-1,3-oxazolidin-3-yl]-4H-pyrazino[2,3-b][1,4]oxazin-3-one